COC(=O)C=1C=C2N=C(C=3N(C2=CC1)C=NN3)C=3C=C1CN(C(C1=CC3)=O)C 4-(2-methyl-1-oxo-isoindolin-5-yl)-[1,2,4]triazolo[4,3-a]quinoxaline-7-carboxylic acid methyl ester